1,3,5-Tri(3-methoxy-4-aminophenyl)benzene COC=1C=C(C=CC1N)C1=CC(=CC(=C1)C1=CC(=C(C=C1)N)OC)C1=CC(=C(C=C1)N)OC